Cl.ClC=1C=C(C=CC1Cl)[C@@H]1CC[C@@H](C2=CC=CC=C12)NC (1S,4S)-4-(3,4-dichlorophenyl)-1,2,3,4-tetrahydro-N-methyl-1-naphthylamine hydrochloride